N-((1-((2-(3,5-dichlorophenyl)-6-((2-(4-(2-hydroxy-2-methylpropyl)piperazin-1-yl)pyrimidin-5-yl)oxy)pyridin-4-yl)methyl)piperidin-4-yl)methyl)acetamide ClC=1C=C(C=C(C1)Cl)C1=NC(=CC(=C1)CN1CCC(CC1)CNC(C)=O)OC=1C=NC(=NC1)N1CCN(CC1)CC(C)(C)O